N-(3-Aminophenyl)sulfonyl-6-tert-butyl-2-(2-fluoro-4-methylphenyl)pyridin-3-carboxamid NC=1C=C(C=CC1)S(=O)(=O)NC(=O)C=1C(=NC(=CC1)C(C)(C)C)C1=C(C=C(C=C1)C)F